NC1=NC=NN2C1=CC=C2[C@@]2(O[C@@H]([C@H]([C@H]2O)O)CO)C#N (2R,3R,4S,5R)-2-(4-aminopyrrolo[2,1-f][1,2,4]triazin-7-yl)-3,4-dihydroxy-5-(hydroxymethyl)tetrahydro-furan-2-carbonitrile